1-(2-bromothiophen-3-yl)ethane-1-one BrC=1SC=CC1C(C)=O